COC1=CC=C(CNC2=CC=CC=C2)C=C1 N-(4-methoxybenzyl)aniline